C(CC)C(CC)(S(=O)(=O)O)N.C(C)N(S(=O)(=O)C1=CC=C(C=C1)CCCCCCCCCCCCCCCCCC)CC N,N-diethyl-p-octadecyl-benzenesulfonamide propyl-aminopropanesulfonate